FC1=CC=C2C(=NNC(C2=C1)=O)CC=1C=NC=C(C1)N1C(C(C2=CC(=CC=C12)F)(C)O)=O (+)-7-Fluoro-4-((5-(5-fluoro-3-hydroxy-3-methyl-2-oxoindolin-1-yl)pyridin-3-yl)methyl)phthalazin-1(2H)-on